C(C)O[C@H]1[C@H](CNCC1)NC(C1=CC=CC=C1)(C1=CC=CC=C1)C1=CC=CC=C1 (3S,4R)-4-ethoxy-N-tritylpiperidin-3-amine